(2S)-2-[4-bromo-2-(1,1-difluoropropyl)phenoxy]propanoic acid BrC1=CC(=C(O[C@H](C(=O)O)C)C=C1)C(CC)(F)F